4-(3-(dimethylamino)propyl)aniline CN(CCCC1=CC=C(N)C=C1)C